diphenyl-dimethoxysilicon C1(=CC=CC=C1)[Si](OC)(OC)C1=CC=CC=C1